ClC[C@H]1CCNC1 (2S,4S)-4-Chloromethyl-pyrrolidin